BrC=1C(=CC2=C(C=CO2)C1OCOC)CC 5-bromo-6-ethyl-4-(methoxymethoxy)benzofuran